F[C@H]1[C@@H]2CC[C@H](C[C@H]1C(=C)C=1N=CC(=NC1)C1=C(C=C(C=C1)N1C=NC=C1)O)N2 2-(5-(1-((1s,2r,3s,5r)-2-fluoro-8-azabicyclo[3.2.1]oct-3-yl)vinyl)pyrazin-2-yl)-5-(1H-imidazol-1-yl)phenol